C(C)(=O)C=1C=C(C=CC1C)S(=O)(=O)Cl 3-acetyl-4-methylbenzenesulfonyl chloride